N[C@H]1[C@H](CCC1)NCCCCNC=1C(=C(C=C(C1)Cl)S(=O)(=O)NC=1SC=CN1)F (4-{[(1S,2R)-2-aminocyclopentyl]amino}butyl)amino-5-chloro-2-fluoro-N-1,3-thiazol-2-ylbenzenesulfonamide